3-((difluoromethyl)sulfonyl)-N-((2-(3-(dimethylamino)-2-oxopyridin-1(2H)-yl)-1,6-naphthyridin-7-yl)methyl)benzamide FC(S(=O)(=O)C=1C=C(C(=O)NCC2=NC=C3C=CC(=NC3=C2)N2C(C(=CC=C2)N(C)C)=O)C=CC1)F